FC(C(=O)O)(F)F.C[C@@H]1N(C2=CC=CC=C2[C@@H](C1)NC1=CC=C(C=C1)C=1CCN(CC1)CC(=O)O)C(CC)=O 2-(4-(4-(((2s,4r)-2-methyl-1-propionyl-1,2,3,4-tetrahydroquinolin-4-yl)amino)phenyl)-3,6-dihydropyridin-1(2H)-yl)acetic acid trifluoroacetate